C(#N)CC1(C2=CC=CC=C2C=2C=CC=CC12)CC#N 9,9-bis(cyanomethyl)fluorene